allylacetohydrazide C(C=C)CC(=O)NN